FC=1C=C(C=CC1OC1=NC=CC(=N1)C)C=1N=C(C2=C(N1)N(C=C2)C)N (3-fluoro-4-((4-methylpyrimidin-2-yl)oxy)phenyl)-7-methyl-7H-pyrrolo[2,3-d]pyrimidin-4-amine